CC1=C(C(=CC(=C1)C)C)S(=O)(=O)ON1C(CCC1=O)=O N-(2,4,6-trimethylphenyl)sulfonyloxysuccinimide